(3r,4r)-1-(1-(5-chloro-2-(trifluoromethoxy)benzyl)-5,6-difluoro-1H-benzoimidazol-2-yl)-4-fluoro-3-piperidinamine ClC=1C=CC(=C(CN2C(=NC3=C2C=C(C(=C3)F)F)N3C[C@H]([C@@H](CC3)F)N)C1)OC(F)(F)F